(3R)-4-amino-7-fluoro-N,3-dimethyl-N-((5S)-2-(trifluoromethyl)-5,8-dihydro-6H-pyrano[3,4-b]pyridin-5-yl)-1,3-dihydrofuro[3,4-c]quinoline-8-carboxamide NC1=NC=2C=C(C(=CC2C2=C1[C@H](OC2)C)C(=O)N([C@@H]2COCC1=NC(=CC=C12)C(F)(F)F)C)F